OC1=C2C(C=3C(=COC3C)CC2=C(C=C1)O)=O 5,8-dihydroxy-3-methylnaphtho[2,3-c]furan-4(9H)-one